4-((4-(morpholinomethyl)phenyl)ethynyl)imidazolin-2-one O1CCN(CC1)CC1=CC=C(C=C1)C#CC1NC(NC1)=O